ClC1=CC=C(C=C1)N(C(=O)N1C2CN(CC1CC2)CC2=C(N=C1N2C=CC=C1)C1=CC=C(C=C1)Cl)C(C)C N-(4-Chlorophenyl)-3-{[2-(4-chlorophenyl)imidazo[1,2-a]pyridin-3-yl]methyl}-N-isopropyl-3,8-diazabicyclo[3.2.1]octane-8-carboxamide